N1C=C(C2=CC=CC=C12)CCNC1=C2N=CN(C2=NC(=N1)C=1C=NC=C(C1)F)[C@@H](CO)C (R)-2-(6-(2-(1H-indol-3-yl)ethylamino)-2-(5-fluoropyridin-3-yl)-9H-purin-9-yl)propan-1-ol